CN(C(COC1=CC=C(C=C1)C(/C=C/C1=CC=C(C(=O)O)C=C1)=O)=O)C 4-[(E)-3-[4-[2-(Dimethylamino)-2-oxoethoxy]phenyl]-3-oxoprop-1-enyl]benzoic acid